N-(3-chloro-5-(5-(4-chlorophenyl)-1H-pyrrolo[2,3-b]pyridine-3-carbonyl)phenyl)propane-1-sulfonamide ClC=1C=C(C=C(C1)C(=O)C1=CNC2=NC=C(C=C21)C2=CC=C(C=C2)Cl)NS(=O)(=O)CCC